Carbamic acid (R)-2-(3-(2-ethynyl-thiazol-4-yl)-1-methylureido)-2-(6-(pyrrolidin-1-yl)-[2,3'-bipyridin]-6'-yl)acetate C(#C)C=1SC=C(N1)NC(N(C)[C@@H](C(=O)O)C1=CC=C(C=N1)C1=NC(=CC=C1)N1CCCC1)=O.C(N)(O)=O